IC=1OC2=C(N1)C=CC(=C2)C(=O)OC methyl 2-iodo-1,3-benzoxazole-6-carboxylate